7-Methyl-4-(3-(pyridin-3-ylethynyl)phenyl)-8-(trifluoromethyl)-1H-benzo[b][1,4]diazepin-2(3H)-one CC1=CC2=C(NC(CC(=N2)C2=CC(=CC=C2)C#CC=2C=NC=CC2)=O)C=C1C(F)(F)F